1-(pyridin-2-yl)ethan-1-one N1=C(C=CC=C1)C(C)=O